C(C(C)C)(=O)OC1=CC(=CC=C1)F 3-fluorophenyl isobutyrate